ClC1=CC2=C(C3=CC=CC=C3C(=C2C=C1)OCCCCCCCCCCCCCCCCC(=O)OC)OCCCCCCCCCCCCCCCCC(=O)OC 2-chloro-9,10-bis(methoxycarbonylhexadecyloxy)anthracene